N-[5-[2-chloro-5-(1-methylazetidin-3-yl)oxy-4-pyridyl]pyrazolo[1,5-a]pyridin-2-yl]cyclopropanecarboxamide ClC1=NC=C(C(=C1)C1=CC=2N(C=C1)N=C(C2)NC(=O)C2CC2)OC2CN(C2)C